1,5-Dimethyl-2-oxo-N-phenyl-5,6,7,8-tetrahydroquinoline-3-carboxamide CN1C(C(=CC=2C(CCCC12)C)C(=O)NC1=CC=CC=C1)=O